2-fluoro-5-((6-fluoro-4-(hydroxymethyl)-1-tosyl-1H-indol-5-yl)oxy)benzamide FC1=C(C(=O)N)C=C(C=C1)OC=1C(=C2C=CN(C2=CC1F)S(=O)(=O)C1=CC=C(C)C=C1)CO